ethyl 3-[2-chloro-5-[3,6-dihydro-3-methyl-2,6-dioxo-4-(trifluoromethyl)-1(2H)-pyrimidinyl]-4-fluorophenyl]-4,5-dihydro-5-methyl-5-isoxazolecarboxylate ClC1=C(C=C(C(=C1)F)N1C(N(C(=CC1=O)C(F)(F)F)C)=O)C1=NOC(C1)(C(=O)OCC)C